C(C)(C)(C)OC(=O)N1CCC2(CC(C2)C2=NC(=NC=C2)C(C)(C)C)CC1 2-(2-(tert-butyl)pyrimidin-4-yl)-7-azaspiro[3.5]Nonane-7-carboxylic acid tert-butyl ester